2-(((4-cyano-7-(4-(trifluoromethoxy)phenyl)-2,3-dihydrobenzofuran-5-yl)amino)methyl)acrylic acid C(#N)C1=C(C=C(C2=C1CCO2)C2=CC=C(C=C2)OC(F)(F)F)NCC(C(=O)O)=C